FC=1C=C(C=2N(C1)C(=NC2)C(=O)Cl)F 6,8-difluoro-imidazo[1,5-a]pyridine-3-carboxylic acid chloride